CN1C(NC2=C1C=C(C=C2)C(=O)OC(C)(C)C)=O tert-butyl 3-methyl-2-oxo-1H-benzimidazole-5-carboxylate